(3aR,4R,5R,6aS)-5-(benzoyloxy)hexahydro-4-[(1E)-(3-oxo-1-octen-1-yl)]-2H-cyclopenta[b]furan-2-one C(C1=CC=CC=C1)(=O)O[C@H]1[C@@H]([C@@H]2[C@@H](OC(C2)=O)C1)\C=C\C(CCCCC)=O